5-(4-((1-((1-(3-aminopropyl)-3-(4-(trifluoromethoxy)phenyl)-1H-indol-7-yl)methyl)piperidin-4-yl)methyl)piperazin-1-yl)-2-(2,6-dioxopiperidin-3-yl)isoindoline-1,3-dione NCCCN1C=C(C2=CC=CC(=C12)CN1CCC(CC1)CN1CCN(CC1)C=1C=C2C(N(C(C2=CC1)=O)C1C(NC(CC1)=O)=O)=O)C1=CC=C(C=C1)OC(F)(F)F